N=1CC(C=C2C=CC=NC12)=O naphthyridin-3(2H)-one